C(C)(=O)OCCCCCCCCC\C=C/CCCC (Z)-10-pentadecenyl acetate